6-Fluoro-9-oxo-9H-indeno[1,2-b]pyrazine-2,3-dicarbonitrile FC=1C=CC=2C(C=3C(=NC(=C(N3)C#N)C#N)C2C1)=O